(R)-2,6-dichloro-4-(2-methylpyrrolidin-1-yl)pyridine ClC1=NC(=CC(=C1)N1[C@@H](CCC1)C)Cl